CO[C@@H]1C([C@H]2OC(OC[C@H]2O[C@@H]1CC=O)(C)C)N1N=NC(=C1)C1=CC(=C(C(=C1)F)F)F 2-((4ar,6r,7r,8ar)-7-methoxy-2,2-dimethyl-8-(4-(3,4,5-trifluorophenyl)-1H-1,2,3-triazol-1-yl)hexahydropyrano[3,2-d][1,3]dioxin-6-yl)acetaldehyde